O1CCC2=C1C=C(C=C2)C(CCCNC(OC(C)(C)C)=O)=O tert-butyl (4-(2,3-dihydrobenzofuran-6-yl)-4-oxobutyl)carbamate